S1C(=NC2=NC=CN=C21)NC(OC(C)(C)C)=O tert-butyl N-([1,3]thiazolo[4,5-b]pyrazin-2-yl)carbamate